4-((R)-3-aminopyrrolidine-1-carbonyl)-N-(3-((S)-1-((2-ethyl-2H-pyrazolo[3,4-b]pyrazin-6-yl)amino)ethyl)phenyl)-3-methylbenzamide N[C@H]1CN(CC1)C(=O)C1=C(C=C(C(=O)NC2=CC(=CC=C2)[C@H](C)NC=2C=NC=3C(N2)=NN(C3)CC)C=C1)C